N-(4-methyl-3-(7-methyl-2-(methylamino)pyrido[2,3-d]pyrimidin-6-yl)phenyl)-6-(trifluoromethyl)pyridazine-4-carboxamide CC1=C(C=C(C=C1)NC(=O)C1=CN=NC(=C1)C(F)(F)F)C1=CC2=C(N=C(N=C2)NC)N=C1C